4-((5-(1,6-dimethyl-1H-pyrazolo[3,4-b]pyridin-4-yl)-3-methyl-4,5,6,7-tetrahydro-1H-pyrazolo[4,3-c]pyridin-1-yl)methyl)-N-(2-methoxyethyl)bicyclo[2.2.2]octan-1-amine CN1N=CC=2C1=NC(=CC2N2CC1=C(CC2)N(N=C1C)CC12CCC(CC1)(CC2)NCCOC)C